NC(C=1C=NC(=CC1SC)C)([2H])[2H] 3-(aminomethyl-d2)-6-methyl-4-(methylthio)pyridine